6,9,9-Trimethyl-2-(piperazin-1-ylmethyl)-9,10-dihydroacridine CC=1C=C2NC=3C=CC(=CC3C(C2=CC1)(C)C)CN1CCNCC1